C(C)(C)(C)OC(=O)NC(=N)N(C1=CC=C(C=C1)C(F)(F)F)C(=O)OC(C)(C)C N,N'-di-tert-butoxycarbonyl-N'-(4-trifluoromethylphenyl)guanidine